tris(1,1-dimethylethyl)-5'-octyl[1,1':3',1''-terphenyl] CC(C)(C)C1=C(C(=C(C=C1)C1=CC(=CC(=C1)CCCCCCCC)C1=CC=CC=C1)C(C)(C)C)C(C)(C)C